dimethyl-dysprosium C[Dy]C